(3R,4R)-rel-4-(4,5-dichloro-2-hydroxyphenyl)pyrrolidine-3-carboxamide ClC1=CC(=C(C=C1Cl)[C@H]1[C@H](CNC1)C(=O)N)O |o1:8,9|